C1(CC1)[C@@H](CC(=O)OC(C)(C)C)C1=CC=CC=C1 tert-butyl (3R)-3-cyclopropyl-3-phenylpropionate